C(C)(C)(C)OC(=O)N1[C@@H]2[C@@H]([C@@H](C[C@H]1CC2)OC=2N=NC(=CC2)Cl)F |r| rac-(1S,2S,3R,5R)-3-(6-chloropyridazin-3-yloxy)-2-fluoro-8-azabicyclo[3.2.1]octane-8-carboxylic acid tert-butyl ester